C(C1CO1)OCCCC[Si](OC)(OC)OC δ-Glycidoxybutyltrimethoxysilan